tert-butyl (2-(4-(4-((7-(3-(dimethylamino)propanamido)-4-oxoquinazolin-3(4H)-yl)methyl)-4-hydroxypiperidine-1-carbonyl)-3-phenyl-1H-pyrazol-1-yl)ethyl)carbamate CN(CCC(=O)NC1=CC=C2C(N(C=NC2=C1)CC1(CCN(CC1)C(=O)C=1C(=NN(C1)CCNC(OC(C)(C)C)=O)C1=CC=CC=C1)O)=O)C